FC1(OC2=C(O1)C=CC(=C2)N2N=C(C=C2C)N2CCN(CC2)CCN2CCC(CC2)O)F 1-[2-[4-[1-(2,2-difluoro-1,3-benzodioxol-5-yl)-5-methyl-pyrazol-3-yl]piperazin-1-yl]ethyl]piperidin-4-ol